butyryl-2',3'-dihydro-2H,4H-spiro[benzo[b][1,4]oxazine-3,1'-indene]-2-one C(CCC)(=O)C1C2(C3=CC=CC=C3C1)NC1=C(OC2=O)C=CC=C1